COC1=C(C=C2C(=C1)C(=NC(=N2)N3CCN(CC3)C(=O)C4COC5=CC=CC=C5O4)N)OC The molecule is a member of the class of quinazolines that is quinazoline substituted by an amino group at position 4, methoxy groups at positions 6 and 7 and a piperazin-1-yl group at position 2 which in turn is substituted by a 2,3-dihydro-1,4-benzodioxin-2-ylcarbonyl group at position 4. An antihypertensive agent, it is used in the treatment of high blood pressure. It has a role as an antihypertensive agent, an alpha-adrenergic antagonist, an antineoplastic agent, a vasodilator agent and an antihyperplasia drug. It is a member of quinazolines, a N-acylpiperazine, a N-arylpiperazine, a benzodioxine, a monocarboxylic acid amide and an aromatic amine.